FC(C=1N(C(=NN1)CO)CCOC)F (5-(difluoromethyl)-4-(2-methoxyethyl)-4H-1,2,4-triazol-3-yl)methanol